C(C)(C)(C)OC(=O)N[C@@H](C(C)C)C(=O)O[C@@H]1CN(CC[C@@H]1C=1C(=CC(=C2C(C=C(OC12)C1=C(C=CC=C1)Cl)=O)O)O)C (3S,4R)-4-(2-(2-chlorophenyl)-5,7-dihydroxy-4-oxo-4H-chromen-8-yl)-1-methylpiperidin-3-yl (tert-butoxycarbonyl)-L-valinate